BrC=1C=NC2=C3N=CC(=CC3=CC(=C2C1)Br)Br 3,5,8-tribromo-1,10-phenanthroline